((2R,5S)-4-benzoyl-2,5-dimethylpiperazin-1-yl)(7-(3,4-dimethoxyphenyl)pyrazolo[1,5-a]pyrimidin-2-yl)methanone C(C1=CC=CC=C1)(=O)N1C[C@H](N(C[C@@H]1C)C(=O)C1=NN2C(N=CC=C2C2=CC(=C(C=C2)OC)OC)=C1)C